CC1C(OCCN1)C2=CC=CC=C2 The molecule is a member of the class of morpholines that is morpholine substituted with a phenyl group at position 2 and a methyl group at position 3. It has a role as a metabolite and a sympathomimetic agent. It derives from a morpholine.